ClC1=C2C(=NN(C2=CC=C1)S(=O)(=O)C12CC(C1)(C2)C(F)(F)F)N2CC(C(C2)(F)F)(F)F 4-Chloro-3-(3,3,4,4-tetrafluoropyrrolidin-1-yl)-1-[[3-(trifluoromethyl)-1-bicyclo[1.1.1]pentanyl]sulfonyl]indazole